C(C)(=O)OCCCCCCCCN(C)C 8-(dimethylamino)octyl acetate